FC=1C=C(C#N)C=CC1C1(OC2=C(O1)C=CC=C2C2CCNCC2)C 3-fluoro-4-[2-methyl-4-(piperidin-4-yl)-1,3-benzodioxol-2-yl]benzonitrile